OCCCCCCCCC(=O)OC 9-hydroxy-1-nonanoic acid, methyl ester